C1(CCCCC1)C(=O)OC(=O)C1CCCCC1 cyclohexaneic acid anhydride